N1CC2(C=3C1=NC=C(C3)C=3C(=C(C=CC3)C(=O)N3CCC1=CC=CC=C31)F)CC2 (3-(1',2'-dihydrospiro[cyclopropane-1,3'-pyrrolo[2,3-b]pyridin]-5'-yl)-2-fluorophenyl)(indolin-1-yl)methanone